1-(tert-butyl)-N-((3-(7-(((3S,4R)-3-fluoro-1-methylpiperidin-4-yl)amino)-3-((S)-oxiran-2-yl)-2H-indazol-2-yl)-1,2,4-oxadiazol-5-yl)methyl)-1H-pyrazole-4-carboxamide C(C)(C)(C)N1N=CC(=C1)C(=O)NCC1=NC(=NO1)N1N=C2C(=CC=CC2=C1[C@@H]1OC1)N[C@H]1[C@H](CN(CC1)C)F